3a-dimethylamino-17-(isoquinolin-5-yl)-androst-4,16-dien-11-one CN([C@H]1C=C2CC[C@H]3[C@@H]4CC=C([C@@]4(C)CC([C@@H]3[C@]2(CC1)C)=O)C1=C2C=CN=CC2=CC=C1)C